C(CCC)C1(CS(C2=C(N(C1)C1=CC=CC=C1)C=C(C(=C2)O)C2CC2)(=O)=O)CCCC 3,3-dibutyl-7-cyclopropyl-8-hydroxy-5-phenyl-2,3,4,5-tetrahydro-1,5-benzothiazepine 1,1-dioxide